1-(2-((2-(2,6-dioxopiperidin-3-yl)-1-oxoisoindolin-4-yl)oxy)acetyl)piperidine-4-carboxylic acid O=C1NC(CCC1N1C(C2=CC=CC(=C2C1)OCC(=O)N1CCC(CC1)C(=O)O)=O)=O